2,2'-azobis(2-methylpropionamide) dihydrate O.O.N(=NC(C(=O)N)(C)C)C(C(=O)N)(C)C